C(C(=C)C)(=O)OCCC[SiH3] r-(methacryloyloxy)propyl-silane